trans-4-(2-chloro-phenyl)-pyrrolidine-3-carboxylic acid ClC1=C(C=CC=C1)[C@H]1[C@@H](CNC1)C(=O)O